N(=[N+]=[N-])C[C@@H](C1CCCCC1)NC(OC(C)(C)C)=O tert-butyl (R)-(2-azido-1-cyclohexylethyl)carbamate